C1=CC=CC=2C3=CC=CC=C3C(C12)COC(=O)N[C@H](C(=O)O)CC1=CC=C(C=C1)C1CCN(CC1)S(=O)(=O)C (S)-2-((((9H-fluoren-9-yl)methoxy)carbonyl)amino)-3-(4-(1-(methylsulfonyl)piperidin-4-yl)phenyl)propanoic acid